(Ra)-2-(6-(1-([1,1'-Biphenyl]-4-ylmethyl)-5-methoxy-1H-indazole-7-carboxamido)spiro[3.3]heptan-2-yl)acetic acid C1(=CC=C(C=C1)CN1N=CC2=CC(=CC(=C12)C(=O)NC1CC2(CC(C2)CC(=O)O)C1)OC)C1=CC=CC=C1